CC1([C@H]2CN([C@@H]([C@@H]12)C(=O)N[C@H](C[C@H]1C(NCC1)=O)C(COC(F)(F)F)=O)C(=O)C1=CC(=NO1)C(F)(F)F)C (1R,2S,5S)-6,6-dimethyl-N-((R)-3-oxo-1-((S)-2-oxopyrrolidin-3-yl)-4-(trifluoromethoxy)butan-2-yl)-3-(3-(trifluoromethyl)-isoxazole-5-carbonyl)-3-azabicyclo[3.1.0]-hexane-2-carboxamide